ClC=1C=CC(=C(C1)S(=O)(=O)N1CCC2(CC(CO2)NC[C@@H](COC=2C=C(C=CC2)S(=O)(=O)NC)O)CC1)F 3-((2S)-3-(8-(5-chloro-2-fluorophenylsulfonyl)-1-oxa-8-azaspiro[4.5]decan-3-ylamino)-2-hydroxypropoxy)-N-methylbenzenesulfonamide